CN1N=CC(=C1)C1=CC=2C(=NC=CC2N2CC3CCC(C2)N3C(=O)OC(C)(C)C)N1S(=O)(=O)C1=CC=C(C)C=C1 tert-butyl 3-(2-(1-methyl-1H-pyrazol-4-yl)-1-tosyl-1H-pyrrolo[2,3-b]pyridin-4-yl)-3,8-diazabicyclo[3.2.1]octane-8-carboxylate